ethyl (2S)-2-[[(2S)-4-[5-[bis(2-chloroethyl)amino]-1-methyl-benzimidazol-2-yl]-2-(tert-butoxycarbonylamino)butanoyl]amino]-3-(4-fluorophenyl)propanoate ClCCN(C1=CC2=C(N(C(=N2)CC[C@@H](C(=O)N[C@H](C(=O)OCC)CC2=CC=C(C=C2)F)NC(=O)OC(C)(C)C)C)C=C1)CCCl